(3S)-7-((S)-4-acryloyl-2-methylpiperazin-1-yl)-9-chloro-3-((dimethylamino)meth-yl)-10-(2-fluoro-6-hydroxyphenyl)-2H-[1,4]oxazino[2,3,4-ij]quinazolin-5(3H)-one C(C=C)(=O)N1C[C@@H](N(CC1)C1=NC(N2C3=C(C(=C(C=C13)Cl)C1=C(C=CC=C1O)F)OC[C@@H]2CN(C)C)=O)C